C1(CC1)S(=O)(=O)N1N=CC(=C1)C1=NC=CC(=N1)NC1=NC=C(C(=C1)N1CC(CCC1)O)C#CC=1C=NN(C1)C1CCOCC1 (2-((2-(1-(cyclopropylsulfonyl)-1H-pyrazol-4-yl)pyrimidin-4-yl)amino)-5-((1-(tetrahydro-2H-pyran-4-yl)-1H-pyrazol-4-yl)ethynyl)pyridin-4-yl)piperidin-3-ol